N-ethyl-N-(4-((5-nitro-2,1-benzisothiazol-3-yl)azo)phenyl)-β-alanine methyl ester COC(CCN(C1=CC=C(C=C1)N=NC=1SN=C2C1C=C(C=C2)[N+](=O)[O-])CC)=O